(1S,3S,4S)-N-((S)-1-cyano-2-((R)-2-oxopyrrolidin-3-yl)ethyl)-2-(4-(difluoromethyl)-1H-indole-2-carbonyl)-5,5-difluoro-2-azabicyclo[2.2.2]octane-3-carboxamide C(#N)[C@H](C[C@@H]1C(NCC1)=O)NC(=O)[C@H]1N([C@@H]2CC([C@H]1CC2)(F)F)C(=O)C=2NC1=CC=CC(=C1C2)C(F)F